N-(8-methoxy-2-methylimidazo[1,2-a]pyrazin-6-yl)-4-(piperazin-1-yl)-2,3-dihydro-1H-pyrrolo[2,3-b]pyridine-1-carboxamide 2,2,2-trifluoroacetate FC(C(=O)O)(F)F.COC=1C=2N(C=C(N1)NC(=O)N1CCC=3C1=NC=CC3N3CCNCC3)C=C(N2)C